CN(C(OC1=C2C(=CNC2=CC=C1)C[C@@H]1N(CCC1)C([2H])([2H])[2H])=O)C (R)-3-((1-(methyl-d3)pyrrolidin-2-yl)methyl)-1H-indol-4-yl dimethyl-carbamate